2-cyano-N-(6,8-dichloro-2,7-naphthyridin-3-yl)acetamide C(#N)CC(=O)NC=1N=CC2=C(N=C(C=C2C1)Cl)Cl